ClC1=CC=C(CN2[C@@H](C(N(CC2=O)C(C)C)=O)C2=CC=C(C=C2)Cl)C=C1 (R)-4-(4-chlorobenzyl)-3-(4-chlorophenyl)-1-isopropylpiperazine-2,5-dione